ClC1=C(C(=CC=C1)C1=NC2=C(N1)C=C(C(=C2)OC)F)C=2C(=CC(=CC2)C(N[C@H](CCC)C2=CC=CC=C2)=O)C(=O)OC methyl (S)-2'-chloro-6'-(6-fluoro-5-methoxy-1H-benzo[d]imidazol-2-yl)-4-(((R)-1-phenylbutyl)carbamoyl)-[1,1'-biphenyl]-2-carboxylate